3,9-Perylenedicarboxylic acid C1=CC(=C2C=CC=C3C4=CC=C(C5=CC=CC(C1=C23)=C45)C(=O)O)C(=O)O